tert-butyl (3R,5S)-3-(2-((6-amino-3-methyl-2-oxo-2,3-dihydro-1H-benzo[d]imidazol-4-yl) oxy) ethoxy)-4,4-difluoro-5-methylpiperidine-1-carboxylate NC=1C=C(C2=C(NC(N2C)=O)C1)OCCO[C@@H]1CN(C[C@@H](C1(F)F)C)C(=O)OC(C)(C)C